C1(CC1)N1N=C(C=C1)CC(C#C)O (1-cyclopropyl-1H-pyrazol-3-yl)-but-3-yn-2-ol